(trans)-1-allyl-4-((5-(2-chloropyridin-4-yl)-2-methylphenyl)sulfonyl)-2,5-dimethylpiperazine C(C=C)N1[C@H](CN([C@@H](C1)C)S(=O)(=O)C1=C(C=CC(=C1)C1=CC(=NC=C1)Cl)C)C